N-(2-amino-2-oxoethyl)-4-bromo-1H-pyrrolo[2,3-b]pyridine-2-carboxamide NC(CNC(=O)C1=CC=2C(=NC=CC2Br)N1)=O